FC=1C(=CC(=C(C1)C1=CC=C(N=N1)N1CC(CC1)NC1(CCC1)C)OC)C1=CN=C(S1)C 1-{6-[5-fluoro-2-methoxy-4-(2-methyl-1,3-thiazol-5-yl)phenyl]pyridazin-3-yl}-N-(1-methylcyclobutyl)pyrrolidin-3-amine